C1(CC1)C=1C=NC=NC1 5-cyclopropyl-pyrimidin